C(N)(=O)C=1C(=NNC1NC1=NC=CN=C1)C1=CC=C(C=C1)NC(=O)N1CC(CCC1)C1=CC=C(C=C1)C(F)(F)F N-(4-(4-carbamoyl-5-(pyrazin-2-ylamino)-1H-pyrazol-3-yl)phenyl)-3-(4-(trifluoromethyl)phenyl)piperidine-1-carboxamide